C12OCC(N(C1)CC=1C=C(C=C(C1C)C)NC(OC1=CC=CC=C1)=O)C2 phenyl (3-(2-oxa-5-azabicyclo[2.2.1]heptan-5-ylmethyl)-4,5-dimethylphenyl)carbamate